[Si](C1=CC=CC=C1)(C1=CC=CC=C1)(C(C)(C)C)C[C@]1(C2(CC(C1)C2)C(=O)C2=CC1=CC=CC=C1C=C2)CCC2=CC=CC=C2 |r| (rac)-((1S,2R,4R)-2-((tert-butyldiphenylsilyl)methyl)-2-phenethylbicyclo[2.1.1]hexan-1-yl)(naphthalen-2-yl)methanone